Cl.N(=[N+]=[N-])C[C@@H](N)C1=CC(=CC(=C1)F)Cl (S)-2-azido-1-(3-chloro-5-fluorophenyl)ethanamine hydrochloride